[14C](CCCCCCC\C=C/CCCCCCCC)(=O)O [1-14C]oleic acid